CO[Si](OC)(OC)OC tetramethoxy-silane